C(CCC)C=1N(C2=C(C=[N+](C=3C=CC=CC23)[O-])N1)CC1=CC(=CC=C1)OC 2-butyl-1-(3-methoxybenzyl)-1H-imidazo[4,5-c]Quinoline-5-oxide